FC=1C=C(C(=O)N(C)C)C=C(C1F)C=1N=NC(=CC1)NC1C[C@@H]2[C@@H](CN(C2)CC2CCOCC2)C1 3,4-difluoro-N,N-dimethyl-5-(6-(((3aR,5s,6aS)-2-((tetrahydro-2H-pyran-4-yl)methyl)octahydrocyclopenta[c]pyrrol-5-yl)amino)pyridazin-3-yl)benzamide